NC1=C(C2=C(S1)C(CC21CN(C1)C(=O)OC(C)(C)C)C)C#N tert-butyl 2-amino-3-cyano-6-methyl-spiro[5,6-dihydro-cyclopenta[b]thiophene-4,3'-azetidine]-1'-carboxylate